tert-butyl ((1r,3r)-3-(4-(2-(4-((3-fluoro-6-(2H-1,2,3-triazol-2-yl)pyridin-2-yl)oxy)benzeneyl)propan-2-yl)phenoxy)cyclobutyl)carbamate FC=1C(=NC(=CC1)N1N=CC=N1)OC1=CC=C(C=C1)C(C)(C)C1=CC=C(OC2CC(C2)NC(OC(C)(C)C)=O)C=C1